CN(C(=O)NC=1C=NC=C(C1)C(F)(F)F)C1CC2(CN(C2)C(=O)C=2C=NN3C2C=C(C=C3)C=3C=NN(C3)C)C1 1-methyl-1-(2-(5-(1-methyl-1H-pyrazol-4-yl)pyrazolo[1,5-a]pyridine-3-carbonyl)-2-azaspiro[3.3]heptan-6-yl)-3-(5-(trifluoromethyl)pyridin-3-yl)urea